2-(5-(1-(3,5-Difluorophenyl)ethoxy)-1H-Indazol-3-yl)-5-(1-Methylpiperidin-4-yl)-4,5,6,7-Tetrahydro-3H-Imidazo[4,5-c]pyridin FC=1C=C(C=C(C1)F)C(C)OC=1C=C2C(=NNC2=CC1)C1=NC2=C(CN(CC2)C2CCN(CC2)C)N1